OC=1C=CC=C2CCOC(C12)CN(C(OC(C)(C)C)=O)C tert-butyl ((8-hydroxyisochroman-1-yl)methyl)(methyl)carbamate